BrC1=C(C(=C(C=C1)CBr)F)[N+](=O)[O-] bromo-4-(bromomethyl)-3-fluoro-2-nitrobenzene